bis(di-t-butylphenyl)-phenyl phosphonite P(OC1=C(C(=CC=C1)C1=C(C(=CC=C1)C(C)(C)C)C(C)(C)C)C1=C(C(=CC=C1)C(C)(C)C)C(C)(C)C)[O-]